BrP(CC1=CC(=C(C(=C1)OC)OC)OC)(C1=CC=CC=C1)(C1=CC=CC=C1)C1=CC=CC=C1 bromotriphenyl-(3,4,5-trimethoxybenzyl)-λ5-phosphine